Triazolopyrimidinamine N1=NN=C2C1=CN=C(N2)N